4-(4-(7-aminohept-1-yn-1-yl)-3-(hydroxymethyl)phenyl)piperazin NCCCCCC#CC1=C(C=C(C=C1)N1CCNCC1)CO